CC1=C(SC=C1)C=1N=C(OC1C1=CC=CC=C1)C1=CC=CC=C1 4-(3-methylthiophen-2-yl)-2,5-diphenyloxazole